N-(2,6-dimethyl-4-(7-(trifluoromethoxy)-1,3,4,5-tetrahydro-2H-benzo[c]azepine-2-yl)phenyl)-3,3-dimethylbutanamide CC1=C(C(=CC(=C1)N1CC2=C(CCC1)C=C(C=C2)OC(F)(F)F)C)NC(CC(C)(C)C)=O